(S)-1-(4-((4-((S)-2-acetoxy-3-chloropropoxy)-3,5-dichlorophenyl)sulfonyl) phenoxy)-3-morpholinopropan-2-yl acetate C(C)(=O)O[C@H](COC1=CC=C(C=C1)S(=O)(=O)C1=CC(=C(C(=C1)Cl)OC[C@@H](CCl)OC(C)=O)Cl)CN1CCOCC1